COC1=CC=C(CN(C=2N=CN(C(C2C(=O)OC)=O)C2=C(C=C(C=C2Cl)COCC)Cl)CC2=CC=C(C=C2)OC)C=C1 methyl 4-(bis(4-methoxybenzyl)amino)-1-(2,6-dichloro-4-(ethoxymethyl)phenyl)-6-oxo-1,6-dihydropyrimidine-5-carboxylate